O=C1NC(CCC1N1C(C2=CC=C(C(=C2C1)F)C=1CCN(CC1)C(=O)OC(C)(C)C)=O)=O tert-butyl 4-(2-(2,6-dioxopiperidin-3-yl)-4-fluoro-1-oxoisoindolin-5-yl)-3,6-dihydropyridine-1(2H)-carboxylate